7-amino-3-methyl-6-(5-methyl-1-(tetrahydro-2H-pyran-2-yl)-1H-indazol-4-yl)-2-(1-methyl-1H-pyrazol-4-yl)-5-oxo-5,6-dihydro-1,6-naphthyridine-8-carboxylic acid ethyl ester C(C)OC(=O)C1=C(N(C(C=2C=C(C(=NC12)C=1C=NN(C1)C)C)=O)C1=C2C=NN(C2=CC=C1C)C1OCCCC1)N